CC=1OC=CC1SC 2-methyl-3-(methylthio)-furan